ClC=1C=C(C=C(C1)C(C)(C)C=1N(C=CC1)C)NC(=O)C1=CC2=C(S1)C=CC(=C2)C(C)(C)S(=O)(=O)C N-(3-Chloro-5-(2-(1-methyl-1H-pyrrol-2-yl)propan-2-yl)phenyl)-5-(2-(methylsulfonyl)propan-2-yl)benzo[b]thiophen-2-carboxamid